(S)-4-((S)-10-propenoyl-1,2-difluoro-14-oxo-8,8a,9,10,11,12-hexahydro-7H,14H-pyrazino[1',2':5,6][1,5]diazocino[3,2,1-hi]indazol-3-yl)-2-amino-7-fluorobenzo[b]thiophene-3-carbonitrile C(C=C)(=O)N1C[C@H]2N(C(C=3C(=C(C(=C4C=NN(C34)CC2)C2=CC=C(C=3SC(=C(C32)C#N)N)F)F)F)=O)CC1